2-[3,5-bis(propan-2-yl)phenyl]acetic acid CC(C)C=1C=C(C=C(C1)C(C)C)CC(=O)O